CN(C)\C=C/1\C(CCC1C)=O (E)-2-((Dimethylamino)methylene)-3-methylcyclopentan-1-one